C(C)(=O)C1(CC2=CC=C(C=C2C1)Br)NC(OC(C)(C)C)=O Tert-butyl (2-acetyl-5-bromo-2,3-dihydro-1H-inden-2-yl)carbamate